5'-methylselenoadenosine CC([C@@H]1[C@H]([C@H]([C@@H](O1)N1C=NC=2C(N)=NC=NC12)[SeH])O)O